2-decene-5-olid C1(C=CCC(CCCCC)O1)=O